C(C1=CC=CC=C1)S(=O)CC1N=N1 3-(1-(benzylsulfinyl)methyl)-3H-diazirine